(2S,4R)-1-((2R,3S)-3-(5-azaspiro[2.4]heptane-5-carbonyl)piperidine-2-carbonyl)-N-((1-methyl-1H-indazol-5-yl)methyl)-4-(4-methylbenzyl)pyrrolidine-2-carboxamide C1CC12CN(CC2)C(=O)[C@@H]2[C@@H](NCCC2)C(=O)N2[C@@H](C[C@H](C2)CC2=CC=C(C=C2)C)C(=O)NCC=2C=C1C=NN(C1=CC2)C